N[C@H](C(=O)O)CSC(C1=CC=CC=C1)(C1=CC=CC=C1)C1=CC=CC=C1 (2R)-2-amino-3-tritylsulfanyl-propionic acid